BrCCN1C(=O)C(=O)C2=CC(=CC=C12)Br N-(2-bromoethyl)-5-bromoisatin